3-((7-(5-chloro-1-(pyrrolidin-3-ylmethyl)-1H-indol-7-yl)thieno[3,2-b]pyridin-2-yl)methyl)-6,6-dimethyl-3-azabicyclo[3.1.0]hexane-2,4-dione hydrochloride Cl.ClC=1C=C2C=CN(C2=C(C1)C1=C2C(=NC=C1)C=C(S2)CN2C(C1C(C1C2=O)(C)C)=O)CC2CNCC2